Racemic-(E)-4-(3-(isoquinolin-4-yl)-2,4-dioxo-6-(trifluoromethyl)-3,4-dihydroquinazolin-1(2H)-yl)but-2-enoic acid C1=NC=C(C2=CC=CC=C12)N1C(N(C2=CC=C(C=C2C1=O)C(F)(F)F)C/C=C/C(=O)O)=O